isopropyl 2-carboxy-3-hydroxy-α-cyanocinnamate C(=O)(O)C1=C(C=C(C(=O)OC(C)C)C#N)C=CC=C1O